The molecule is an acyl-CoA having 2-furoyl as the S-acyl group. It derives from a coenzyme A and a 2-furoic acid. It is a conjugate acid of a 2-furoyl-CoA(4-). CC(C)(COP(=O)(O)OP(=O)(O)OC[C@@H]1[C@H]([C@H]([C@@H](O1)N2C=NC3=C(N=CN=C32)N)O)OP(=O)(O)O)[C@H](C(=O)NCCC(=O)NCCSC(=O)C4=CC=CO4)O